FC1=C(C=C2C=C(N=CC2=C1)NC(OCC1NCCC1)=O)C1=C(C2=C(OCCN2)N=C1)C Pyrrolidin-2-ylmethyl (7-fluoro-6-(8-methyl-2,3-dihydro-1H-pyrido[2,3-b][1,4]oxazin-7-yl)isoquinolin-3-yl)carbamate